4-(3-cyanophenyl)-4-oxo-butyric acid C(#N)C=1C=C(C=CC1)C(CCC(=O)O)=O